COC(=O)C=1C=C2COCC2=CC1N 6-amino-1,3-dihydroisobenzofuran-5-carboxylic acid methyl ester